[C@@H]1(CCC2=CC=CC=C12)NC(=O)C1=CC2=C(N=C(S2)C2CCN(CC2)CCO)C=C1 (S)-N-(2,3-dihydro-1H-inden-1-yl)-2-(1-(2-hydroxyethyl)-piperidin-4-yl)benzo-[d]thiazole-6-carboxamide